(-)-4-(2-chloro-2,2-difluoro-ethyl)-1-[[6-(difluoromethyl)-2-(methoxymethyl)imidazo[2,1-b][1,3,4]thiadiazol-5-yl]methyl]imidazolidin-2-one methyl-6-chloropyridazine-4-carboxylate COC(=O)C1=CN=NC(=C1)Cl.ClC(CC1NC(N(C1)CC1=C(N=C2SC(=NN21)COC)C(F)F)=O)(F)F